C(CCCCCCC\C=C/CCCCCCCC)OC(C(CN1CCC(CC1)O)OCCCCCCCC\C=C/CCCCCCCC)N 1,2-dioleyloxy-3-(4'-hydroxypiperidinyl)-propylamine